ClCCOC=1C=CC=CC1 m-(chloromethyl)methoxybenzene